(1-methyl-1H-1,2,4-triazol-3-yl)methyl (1-((4-fluoro-3-methylphenyl)carbamoyl)-2-methyl-2,4,5,6-tetrahydrocyclopenta[c]pyrrol-4-yl)carbamate FC1=C(C=C(C=C1)NC(=O)C=1N(C=C2C1CCC2NC(OCC2=NN(C=N2)C)=O)C)C